(2R)-2-(2,4-difluorophenyl)pyrrolidine FC1=C(C=CC(=C1)F)[C@@H]1NCCC1